2-benzhydryl-4-methyl-6-isopropylaniline C(C1=CC=CC=C1)(C1=CC=CC=C1)C1=C(N)C(=CC(=C1)C)C(C)C